FC=1C(=C(C=CC1F)C1C(OC(C1C)(C(F)(F)F)C)C(=O)NC1=CC(=NC=C1)C(=O)N)OC(C)C 4-[[3-(3,4-difluoro-2-isopropoxy-phenyl)-4,5-dimethyl-5-(trifluoromethyl)tetrahydrofuran-2-carbonyl]amino]pyridine-2-carboxamide